C1(CCC1)NC1=NN2C(C=N1)=C(C=C2)C=2C=CC=1N(C2)C(=CN1)C(=O)N1CCCC1 (6-(2-(cyclobutylamino)pyrrolo[2,1-f][1,2,4]triazin-5-yl)imidazo[1,2-a]pyridin-3-yl)(pyrrolidin-1-yl)methanone